tert-butyl (2S,4R)-4-cyano-2-(2-(5-(2-(ethyl(isopropyl)carbamoyl)-4-fluorophenoxy)pyrimidin-4-yl)-2,7-diazaspiro[3.5]nonane-7-carbonyl)pyrrolidine-1-carboxylate C(#N)[C@@H]1C[C@H](N(C1)C(=O)OC(C)(C)C)C(=O)N1CCC2(CN(C2)C2=NC=NC=C2OC2=C(C=C(C=C2)F)C(N(C(C)C)CC)=O)CC1